CNO[SiH2]N methylsiloxanediamine